3-(azetidin-1-yl)-N-(2-(m-tolyl)propan-2-yl)propanamide N1(CCC1)CCC(=O)NC(C)(C)C=1C=C(C=CC1)C